5-(2-methoxypyridin-4-yl)-2-(6-(((3aR,5s,6aS)-octahydrocyclopenta[c]pyrrol-5-yl)oxy)-1,2,4-triazin-3-yl)phenol COC1=NC=CC(=C1)C=1C=CC(=C(C1)O)C=1N=NC(=CN1)OC1C[C@@H]2[C@@H](CNC2)C1